methyl-2-butene-2-ol CCC(=CC)O